2-(6-bromoquinolin-2-yl)cyclopentan-1-ol BrC=1C=C2C=CC(=NC2=CC1)C1C(CCC1)O